C(#N)C=1C(=C(C=CC1)C=1C=C(C=NC1)C(=O)O)N1CCC(CC1)C1=NN=CN1C 5-{3-cyano-2-[4-(4-methyl-4H-1,2,4-triazol-3-yl)piperidin-1-yl]phenyl}pyridine-3-carboxylic acid